C1C=CC(=CN1[C@H]2[C@@H]([C@@H]([C@H](O2)COP(=O)([O-])OP(=O)([O-])OC[C@@H]3[C@H]([C@H]([C@@H](O3)N4C=NC5=C(N=CN=C54)N)OP(=O)([O-])[O-])O)O)O)C(=O)N The molecule is an organophosphate oxoanion arising from deprotonation of the phosphate and diphosphate OH groups of 6-hydro-beta-NADP; major species at pH 7.3. It is a conjugate base of a 6-hydro-beta-NADP.